C(#N)C1=C(C(=NC(=C1)C1=CC=C(C=C1)C(F)(F)F)C(CCC(=O)O)=O)O 4-[4-Cyano-3-hydroxy-6-(4-trifluoromethyl-phenyl)-pyridin-2-yl]-4-oxo-butyric acid